FC1=C(CN2CCC(CC2)=O)C=CN=C1C(F)(F)F 1-(3-fluoro-2-(trifluoromethyl)-isonicotinyl)piperidin-4-one